(2,3-Dihydrobenzofuran-7-yl)propan-1-ol O1CCC2=C1C(=CC=C2)C(CC)O